4-(5-(biphenyl-4-yl)-3-(trifluoromethyl)-1H-pyrazol-1-yl)benzenesulfonamide C1(=CC=C(C=C1)C1=CC(=NN1C1=CC=C(C=C1)S(=O)(=O)N)C(F)(F)F)C1=CC=CC=C1